1-(1-(2-chloro-5-iodopyridin-4-yl)piperidin-4-yl)ethan-1-ol ClC1=NC=C(C(=C1)N1CCC(CC1)C(C)O)I